N-tert-butoxycarbonyl-2,5-dihydropyrrole C(C)(C)(C)OC(=O)N1CC=CC1